2-(2-hydroxy-4-isooctyloxy-phenyl)-4,6-bis(2,4-dimethyl-phenyl)-1,3,5-triazine OC1=C(C=CC(=C1)OCCCCCC(C)C)C1=NC(=NC(=N1)C1=C(C=C(C=C1)C)C)C1=C(C=C(C=C1)C)C